BrC1=CC(=NC=C1)N1CC(OC(C1)C)C 4-(4-bromopyridin-2-yl)-2,6-dimethylmorpholine